8-[2-fluoro-4-(trifluoromethyl)phenyl]-2,3-dimethyl-6-[(2R)-2-(1-methylpyrazol-4-yl)morpholin-4-yl]pyrido[3,4-d]pyrimidin-4-one FC1=C(C=CC(=C1)C(F)(F)F)C1=NC(=CC2=C1N=C(N(C2=O)C)C)N2C[C@H](OCC2)C=2C=NN(C2)C